Tert-butyl (5-(1-(5,5-difluoro-2-oxotetrahydropyrimidin-1(2H)-yl)-2-((R)-2-methylmorpholino)ethyl)thiazol-2-yl)carbamate FC1(CNC(N(C1)C(CN1C[C@H](OCC1)C)C1=CN=C(S1)NC(OC(C)(C)C)=O)=O)F